(3-methylisoxazol-5-yl)phenol CC1=NOC(=C1)C1=C(C=CC=C1)O